2-(3-chloro-4-(trifluoromethyl)phenyl)acetonitrile ClC=1C=C(C=CC1C(F)(F)F)CC#N